methyl 2-[3,5-dibromo-2-({[3-bromo-1-(3-chloropyridin-2-yl)-1H-pyrazol-5-yl] carbonyl}-amino) benzoyl]-1,2-dimethylhydrazinecarboxylate BrC=1C(=C(C(=O)N(N(C(=O)OC)C)C)C=C(C1)Br)NC(=O)C1=CC(=NN1C1=NC=CC=C1Cl)Br